ClC=1C=CC=2N(C1C)N=CC2C2=NC(C(C1=CC=CC=C21)(F)F)(C)C 1-(6-chloro-7-methyl-pyrazolo[1,5-a]Pyridin-3-yl)-4,4-difluoro-3,3-dimethyl-isoquinoline